6-bromopyridazin-3(2H)-one BrC=1C=CC(NN1)=O